ClC=1C(=NC(=NC1)NC1=C(C=CC=C1C)S(=O)(=O)N)C=1C=NN(C1)CC(C)(C)O ((5-chloro-4-(1-(2-hydroxy-2-methylpropyl)-1H-pyrazol-4-yl)pyrimidin-2-yl)amino)-3-methylbenzenesulfonamide